FCCCN1C[C@H]2[C@H](OCCN2C2=CC=C(N=N2)C2=C(C=C(C=C2C)C)O)CC1 2-[6-[(4aS,8aR)-6-(3-fluoropropyl)-3,4a,5,7,8,8a-hexahydro-2H-pyrido[4,3-b][1,4]oxazin-4-yl]pyridazin-3-yl]-3,5-dimethyl-phenol